C(=O)O.N1C=NC2=NC=CC=C21 imidazo[4,5-b]pyridine formate